(7R,8aS)-7-(3-([1,2,4]triazolo[1,5-a]pyridin-8-yl)propyl)-2-(5-fluoropyridin-2-yl)hexahydropyrrolo[1,2-a]pyrazin-6(2H)-one N=1C=NN2C1C(=CC=C2)CCC[C@@H]2C[C@@H]1N(CCN(C1)C1=NC=C(C=C1)F)C2=O